(3S,6S,14S)-6-amino-N-((S)-1-(benzo[d]thiazol-2-yl)-5-guanidino-1-oxopentan-2-yl)-3-isobutyl-2,5,8-trioxo-1,4,9-triazacyclotetradecane-14-carboxamide N[C@@H]1C(N[C@H](C(N[C@@H](CCCCNC(C1)=O)C(=O)N[C@H](C(=O)C=1SC2=C(N1)C=CC=C2)CCCNC(=N)N)=O)CC(C)C)=O